COC(=O)C1(CN(CC1)C(=O)OC(C)(C)C)OCC1=C(C=CC=C1)[N+](=O)[O-] 3-((2-nitrobenzyl)oxy)pyrrolidine-1,3-dicarboxylic acid 1-(tert-butyl) 3-methyl ester